C(C#CC)([OH+][O-])O butynediol oxide